7-chloro-3-(3,5-dimethoxyphenyl)-2,6-naphthyridin ClC1=NC=C2C=C(N=CC2=C1)C1=CC(=CC(=C1)OC)OC